N-(1-Adamantylmethyl)-4-[4-[3-[2-(5-ethoxypyridin-3-yl)phenyl]propanoyl]piperazin-1-yl]benzamide C12(CC3CC(CC(C1)C3)C2)CNC(C2=CC=C(C=C2)N2CCN(CC2)C(CCC2=C(C=CC=C2)C=2C=NC=C(C2)OCC)=O)=O